OCC1CCN(CC1)C(=O)N1CCC(CC1)=C(C#N)C1=CC=C(C=C1)OC(F)(F)F 2-(1-(4-(hydroxymethyl)piperidine-1-carbonyl)piperidin-4-ylidene)-2-(4-(tri-fluoromethoxy)phenyl)acetonitrile